ClC1=CC(=C(C=C1)C1OC2=C(OC1)C=CC=C2C2CCN(CC2)CC2=NC1=C(N2CC2(CCC2)OC)C=C(C=C1)C(=O)O)F 2-((4-(3-(4-Chloro-2-fluorophenyl)-2,3-dihydrobenzo[b][1,4]dioxin-5-yl)piperidine-1-yl)methyl)-1-((1-methoxycyclobutyl)methyl)-1H-benzo[d]imidazole-6-carboxylic acid